5-bromo-6-(4-(3-methyloxetan-3-yl)piperazin-1-yl)-1H-indazole BrC=1C=C2C=NNC2=CC1N1CCN(CC1)C1(COC1)C